7,7'-diphenyl-9,9,9',9'-tetrapropyl-2,2'-Bi-9H-fluorene C1(=CC=CC=C1)C1=CC=C2C=3C=CC(=CC3C(C2=C1)(CCC)CCC)C1=CC=2C(C3=CC(=CC=C3C2C=C1)C1=CC=CC=C1)(CCC)CCC